4-((2-methoxy-3-(1-methyl-1H-tetrazol-5-yl)phenyl)amino)-N-methyl-2-((1-methyl-1H-pyrazol-4-yl)amino)pyrimidine-5-carboxamide COC1=C(C=CC=C1C1=NN=NN1C)NC1=NC(=NC=C1C(=O)NC)NC=1C=NN(C1)C